(6-((5-bromo-2-((2-methoxy-5-(1-methyl-1H-pyrazol-4-yl)-4-(Piperazin-1-yl)phenyl)amino)pyrimidin-4-yl)amino)quinoxalin-5-yl)dimethylphosphine oxide hydrochloride Cl.BrC=1C(=NC(=NC1)NC1=C(C=C(C(=C1)C=1C=NN(C1)C)N1CCNCC1)OC)NC=1C(=C2N=CC=NC2=CC1)P(C)(C)=O